C(C)OC(CCC1NC2=CC=C(C=C2CC1)C1=NC(=CC=C1)OC1CCCC1)=O 3-[6-(6-Cyclopentyloxy-pyridin-2-yl)-1,2,3,4-tetrahydro-quinolin-2-yl]-propionic acid ethyl ester